C(C)(C)(C)[NH+]1C(N(CC1)C(C)(C)C)C(=O)[O-] 1,3-di-tert-butylimidazolinium-2-carboxylate